BrC1=CC=C(C=N1)CC(=O)OC methyl 2-(6-bromo-3-pyridyl)acetate